NC1=NC=NC2=C(C=CC=C12)C(=O)NC1=C2C=CN=C(C2=CC=C1C)NC1=CC2=C(OCCO2)C=C1 4-amino-N-(1-((2,3-dihydrobenzo[b][1,4]dioxin-6-yl)amino)-6-methylisoquinolin-5-yl)quinazoline-8-carboxamide